C12CN(CC(CCC1)N2)C=2OC1=C(N2)C=C(C=C1C=1SC=CN1)C(F)(F)F 2-(3,9-diazabicyclo[3.3.1]nonan-3-yl)-7-(thiazol-2-yl)-5-(trifluoro-methyl)benzo[d]oxazole